OC1=CC=C(C=N1)S(=O)(=O)CC1CCN(CC1)C(=O)OC(C)(C)C tert-Butyl 4-(((6-hydroxypyridin-3-yl)sulfonyl)methyl)piperidine-1-carboxylate